N(C(=N)N)CCC[C@@H](C(=O)N1CCN(CC1)C(=O)OCC)NS(=O)(=O)C1=CC2=CC=CC=C2C=C1 (S)-ethyl 4-(5-guanidino-2-(naphthalene-2-sulfonamido)pentanoyl)piperazine-1-carboxylate